4-[3-chloro-5-(methylsulfonylamino)-2-pyridinyl]piperazine-1-carboxylic acid tert-butyl ester C(C)(C)(C)OC(=O)N1CCN(CC1)C1=NC=C(C=C1Cl)NS(=O)(=O)C